C(CCCCC)C(=O)OC=1C2=CC=CC=C2C(=C2C=CC=CC12)OC(=O)CCCCCC 9,10-bis(n-hexylcarbonyloxy)anthracene